dodecafluoroheptyl-propyl-trimethoxy-silane FC(C(C(C(C(F)(F)CO[Si](OC)(OC)CCC)(F)F)(F)F)(F)F)CC(F)(F)F